BrC1=C(C=C(C=C1)S(=O)(=O)N1[C@@H](C[C@@H](C1)F)CO)C ((2S,4S)-1-((4-bromo-3-methylphenyl)sulfonyl)-4-fluoropyrrolidin-2-yl)methanol